BrCCCCOC1=CC(=C(N)C=C1)[N+](=O)[O-] 4-(4-bromobutoxy)-2-nitroaniline